tert-Butyl (E)-3-[2-oxo-3-(2-oxoazepan-3-yl)-1,3-benzoxazol-6-yl]prop-2-enoate O=C1OC2=C(N1C1C(NCCCC1)=O)C=CC(=C2)/C=C/C(=O)OC(C)(C)C